(R)-4-(4-(2-(8-(methylsulfonyl)-1-oxo-2-oxa-8-azaspiro[4.5]dec-3-yl)ethyl)piperazin-1-yl)benzonitrile CS(=O)(=O)N1CCC2(C[C@@H](OC2=O)CCN2CCN(CC2)C2=CC=C(C#N)C=C2)CC1